OCC(CO)CCCO 2-hydroxymethyl-1,5-pentanediol